O1CCC=CCC1 2,3,6,7-tetrahydrooxepin